C(C1=CC=CC=C1)OC(=O)NC=1C(=C(C=CC1)[C@]1(N/C(/N(C(C1)=O)C1C[C@@H](O[C@@H](C1)C)C)=N\C(OC(C)(C)C)=O)C)Cl |o1:26,28| tert-Butyl (NE)-N-{(4S)-4-[3-(benzyloxycarbonylamino)-2-chlorophenyl]-1-[(2S*,6R*)-2,6-dimethyltetrahydropyran-4-yl]-4-methyl-6-oxohexahydropyrimidin-2-ylidene}-carbamate